cis-4-aminopyrrolidin NC1CCNC1